NC1=NC=2C=C(C=C(C2C2=C1C=NN2C)F)CN(C(=O)C=2C=NC(=CC2)C2CC2)C2=C(C=C(C=C2)F)S(=O)(=O)C N-({4-amino-9-fluoro-1-methyl-1H-pyrazolo[4,3-c]quinolin-7-yl}methyl)-6-cyclopropyl-N-(4-fluoro-2-methanesulfonylphenyl)pyridine-3-carboxamide